3-(5-((1-(2-(1-(3-((4-([1,1'-biphenyl]-3-yl)-5-chloropyrimidin-2-yl)amino)cyclohexane-1-carbonyl)piperidin-4-yl)ethyl)piperidin-4-yl)oxy)-1-oxoisoindolin-2-yl)piperidine-2,6-dione C1(=CC(=CC=C1)C1=NC(=NC=C1Cl)NC1CC(CCC1)C(=O)N1CCC(CC1)CCN1CCC(CC1)OC=1C=C2CN(C(C2=CC1)=O)C1C(NC(CC1)=O)=O)C1=CC=CC=C1